benzenaminium (1S)-(+)-10-camphorsulfonate [C@]12(C(=O)CC(CC1)C2(C)C)CS(=O)(=O)[O-].C2(=CC=CC=C2)[NH3+]